tert-Butyl (1-(4-acetamido-4-methylpiperidin-1-yl)-2-methylpropan-2-yl)-carbamate C(C)(=O)NC1(CCN(CC1)CC(C)(C)NC(OC(C)(C)C)=O)C